tert-butyl (R)-2-(((5-cyclohexylpyrazin-2-yl)methyl)(pyridin-3-yl)carbamoyl)azetidine-1-carboxylate C1(CCCCC1)C=1N=CC(=NC1)CN(C(=O)[C@@H]1N(CC1)C(=O)OC(C)(C)C)C=1C=NC=CC1